C(=O)C1=C2C(=NC(=C1)C(=O)O)C1(CN2)CC1 7'-formyl-1',2'-dihydrospiro[cyclopropane-1,3'-pyrrolo[3,2-b]pyridine]-5'-carboxylic acid